[(3S,4S)-4-(3,4-dihydroisoquinolin-2(1H)-yl)-3-hydroxypiperidin-1-yl]{8-[(1R)-1-methoxyethyl]-6-methylimidazo[1,2-a]pyridin-2-yl}methanone C1N(CCC2=CC=CC=C12)[C@@H]1[C@H](CN(CC1)C(=O)C=1N=C2N(C=C(C=C2[C@@H](C)OC)C)C1)O